N-fluorobis(trifluoromethyl)sulfonamide 5-Bromo-2'-deoxyuridine-5'-triphosphate P(O)(=O)(OP(=O)(O)OP(=O)(O)O)OC[C@@H]1[C@H](C[C@@H](O1)N1C(=O)NC(=O)C(=C1)Br)O.FN(S(=O)(=O)C(F)(F)F)C(F)(F)F